CC1=CC=CC(=N1)OC1=CC=C(C#N)C=C1 4-((6-methylpyridin-2-yl)oxy)benzonitrile